FC=1C(=C(C=CC1)C1=CC(=C2C(=N1)NC=N2)C=2N=NN(C2)CC2=CC=CC(=N2)C(C)(C)O)C 2-(6-((4-(5-(3-fluoro-2-methylphenyl)-3H-imidazo[4,5-b]pyridin-7-yl)-1H-1,2,3-triazol-1-yl)methyl)pyridin-2-yl)propan-2-ol